1-((1-cyano-1-methylethyl)azo)formamide C(#N)C(C)(C)N=NC(=O)N